BrC=1C=C(C=CC1)CC(=O)NC=1C=C(COC2=C(C(=O)N)C=CC=C2)C=CC1 2-(3-(3-bromophenylacetamido)benzyloxy)benzamide